BrC=1C(=C(C=2N(C1)C=C(N2)C2CCOCC2)F)OCC 6-bromo-7-ethoxy-8-fluoro-2-tetrahydropyran-4-yl-imidazo[1,2-a]pyridine